NC1=NC=C(C=C1C(=O)N[C@@H](C)CC)Br 2-amino-5-bromo-N-[(2S)-butan-2-yl]pyridine-3-carboxamide